C(C)OCCC1=CC=C(C=C1)C(C)O 4-monoethyloxyethyl-1-hydroxyethyl-benzene